6-(4-(2-fluoroethyl)piperazin-1-yl)-1,3,5-triazin-2-amine diformate C(=O)O.C(=O)O.FCCN1CCN(CC1)C1=NC=NC(=N1)N